CN(C(=O)C1=CN=C2N1C=C(C=C2)C2=CNC1=NC=CC=C12)C1CCN(CC1)C N-methyl-N-(1-methylpiperidin-4-yl)-6-(1H-pyrrolo[2,3-b]pyridin-3-yl)imidazo[1,2-a]pyridine-3-carboxamide